di-tert-butyl (2S,3S,4S)-3-([1,1'-biphenyl]-4-ylmethoxy)-4-cyanopyrrolidine-1,2-dicarboxylate C1(=CC=C(C=C1)CO[C@@H]1[C@H](N(C[C@H]1C#N)C(=O)OC(C)(C)C)C(=O)OC(C)(C)C)C1=CC=CC=C1